FC1=C(C(=C2C=CNC2=C1F)S(=O)(=O)C)OC=1C=CC(=C(C1)C=1NC=C(N1)C1(CCOC2=C(C=CC=C12)CNCC(F)F)C)F N-[[4-[2-[5-[(6,7-difluoro-4-methylsulfonyl-1H-indol-5-yl)oxy]-2-fluoro-phenyl]-1H-imidazol-4-yl]-4-methyl-chroman-8-yl]methyl]-2,2-difluoro-ethanamine